2-[1-[5-[[3-(3-chloro-4-cyano-phenoxy)-2,2,4,4-tetramethyl-cyclobutyl]carbamoyl]pyrimidin-2-yl]-4-piperidyl]acetic acid ClC=1C=C(OC2C(C(C2(C)C)NC(=O)C=2C=NC(=NC2)N2CCC(CC2)CC(=O)O)(C)C)C=CC1C#N